methyl 5-(3-(2,6-difluoro-N-propioloylbenzamido)propoxy)-4-methoxy-2-propiolamidobenzoate FC1=C(C(=O)N(C(C#C)=O)CCCOC=2C(=CC(=C(C(=O)OC)C2)NC(C#C)=O)OC)C(=CC=C1)F